ClC1=NC=CC(=C1)C#CC1=CN=C2N1N=C(C=C2)C2=CC=C(C=C2)C(=O)N2CCOCC2 (4-(3-((2-chloropyridin-4-yl)ethynyl)imidazo[1,2-b]pyridazin-6-yl)phenyl)(morpholino)methanone